FC(C(=O)O)(F)F.FC(C(=O)O)(F)F.ClC1=C(C=CC=C1)C=1OC2=C(C(C1)=O)C(=CC(=C2[C@@H]2[C@@H](CN(CC2)C)O)OC(N(C[C@H]2NCCCC2)CC)=O)O Ethyl-{[(2S)-piperidin-2-yl]methyl}carbamic acid 2-(2-chlorophenyl)-5-hydroxy-8-[(3S,4r)-3-hydroxy-1-methylpiperidin-4-yl]-4-oxo-4H-1-benzopyran-7-yl ester di(trifluoroacetate)